OC1C(CCCC1)NC1=NN=C(C2=CC=CC=C12)C1=C(C=C(C=C1)C(F)(F)F)O (4-((2-hydroxycyclohexyl)amino)phthalazin-1-yl)-5-(trifluoromethyl)phenol